C(C)C1(OCCO1)CCCCC[C@@H](C1=NC(=NN1COCC[Si](C)(C)C)C=1C(=NC2=CC=CC=C2C1)OC)N[S@](=O)C(C)(C)C (R)-N-((S)-6-(2-ethyl-1,3-dioxolan-2-yl)-1-(3-(2-methoxyquinolin-3-yl)-1-((2-(trimethylsilyl)ethoxy)methyl)-1H-1,2,4-triazol-5-yl)hexyl)-2-methylpropane-2-sulfinamide